FC(C(=O)O)(F)F.N1C=NC2=C1C=C(S2)C(=O)O 1H-thieno[2,3-d]imidazole-5-carboxylic acid trifluoroacetate